ClC1=C(C=2C3=C([C@@H]4CON=C14)CCCN3N=C(N2)OC[C@]23CCCN3C[C@@H](C2)F)F (S)-8-chloro-7-fluoro-5-(((2R,7aS)-2-fluorotetrahydro-1H-pyrrolizin-7a(5H)-yl)methoxy)-2,3,11,11a-tetrahydro-1H-10-oxa-3a,4,6,9-tetraazanaphtho[1,8-ef]azulene